C(C)N1N=CC=2C1=NC(=CC2N2CC1=C(CC2)N(N=C1C)CC12CCC(CC1)(CC2)NC(OC(C)(C)C)=O)C 1-tert-butyl (4-((5-(1-ethyl-6-methyl-1H-pyrazolo[3,4-b]pyridin-4-yl)-3-methyl-4,5,6,7-tetrahydro-1H-pyrazolo[4,3-c]pyridin-1-yl)methyl)bicyclo[2.2.2]octan-1-yl)carbamate